(R)-2-(2,5-dibromophenoxy)propan-1-ol tert-butyl-3-(2-aminoethoxy)propanoate C(C)(C)(C)C(C(=O)OC[C@@H](C)OC1=C(C=CC(=C1)Br)Br)COCCN